5-chlorothieno[3,2-b]pyridine ClC1=CC=C2C(=N1)C=CS2